ethyl 2-(4-isopropyl-1-oxo-6-(2,2,2-trifluoroethoxy)phthalazin-2(1H)-yl)acetate C(C)(C)C1=NN(C(C2=CC=C(C=C12)OCC(F)(F)F)=O)CC(=O)OCC